4-(6-(2,5-dioxo-2,5-dihydro-1H-pyrrol-1-yl)hexanamido)-5-oxopentanoic acid O=C1N(C(C=C1)=O)CCCCCC(=O)NC(CCC(=O)O)C=O